zinc di(heptyl) dithiophosphate P(=S)(SCCCCCCC)(OCCCCCCC)[O-].[Zn+2].C(CCCCCC)SP(=S)(OCCCCCCC)[O-]